N,N'-bis{4-(benzothiazol-2-yl)phenyl}-N,N'-diphenyl-4,4'-diamino-1,1'-biphenyl S1C(=NC2=C1C=CC=C2)C2=CC=C(C=C2)N(C2=CC=C(C=C2)C2=CC=C(C=C2)N(C2=CC=CC=C2)C2=CC=C(C=C2)C=2SC1=C(N2)C=CC=C1)C1=CC=CC=C1